Oleylalcohol C(CCCCCCC\C=C/CCCCCCCC)O